(5-(methoxymethoxy)-2-(trimethylsilyl)phenyl)boronic acid COCOC=1C=CC(=C(C1)B(O)O)[Si](C)(C)C